6-chloro-3-(((R)-1-(2-cyano-7-methyl-3-((S)-3-(trifluoromethyl)piperidin-1-yl)quinoxalin-5-yl)ethyl)amino)picolinic acid ClC1=CC=C(C(=N1)C(=O)O)N[C@H](C)C1=C2N=C(C(=NC2=CC(=C1)C)C#N)N1C[C@H](CCC1)C(F)(F)F